FC1=CC=C(C=C1)NC(=O)C1(CC1)C(=O)NC1=CC=C(C=C1)OC1=CC=NC2=CC(=C(C=C12)C(NOCCO)=O)OC 1-N'-(4-fluorophenyl)-1-N-[4-[6-(2-hydroxyethoxycarbamoyl)-7-methoxyquinolin-4-yl]oxyphenyl]cyclopropane-1,1-dicarboxamide